(3S,4S)-dodecane-3,4-diol CC[C@@H]([C@H](CCCCCCCC)O)O